(3s,4s)-4-fluoropyrrolidine-3-ol hydrochloride Cl.F[C@@H]1[C@H](CNC1)O